[Fe](Cl)(Cl)(Cl)Cl.CN1C=[N+](C=C1)C 1,3-dimethylimidazolium iron tetrachloride